N1=CC=C(C=C1)C(=O)N1CC(OCC1)C1=NC=C(C=C1)CC1=CC(=CC=C1)C(F)(F)F pyridin-4-yl(2-(5-(3-(trifluoromethyl)benzyl)pyridin-2-yl)morpholino)methanone